2-(5-{[(1S,2S,3R,5R)-2-fluoro-8-azabicyclo[3.2.1]octan-3-yl](methyl)amino}pyrazin-2-yl)-5-{[1,2,4]triazolo[4,3-a]pyridin-7-yl}phenol F[C@H]1[C@@H]2CC[C@H](C[C@H]1N(C=1N=CC(=NC1)C1=C(C=C(C=C1)C1=CC=3N(C=C1)C=NN3)O)C)N2